N=1N(N=C2C1C=CC=C2)C=2C=C(C=CC2O)C(C)O 3-(2H-benzotriazol-2-yl)-4-hydroxyphenylethanol